C(CCCC)N1C(C=NC2=CC=CC=C12)=O 1-n-pentylquinoxalin-2(1H)-one